2-chloro-3-[(RS)-tetrahydrofuran-2-ylmethoxymethyl]-4-methylsulfonylbenzoic acid ClC1=C(C(=O)O)C=CC(=C1COC[C@@H]1OCCC1)S(=O)(=O)C |r|